5-chloro-1,3-dihydro-1,3,3-trimethylspiro[2H-indole-2,3'-[3H]naphtho[2,1-b][1,4]oxazine] ClC=1C=C2C(C3(C=NC4=C(O3)C=CC3=CC=CC=C34)N(C2=CC1)C)(C)C